ClC1=NC=CC(=C1Cl)C=N[S@@](=O)C(C)(C)C (S)-N-((2,3-dichloropyridin-4-yl)methylene)-2-methylpropane-2-sulfinamide